OCC=1N(C(=CN1)C(=O)O)C 2-(hydroxymethyl)-1-methyl-1H-imidazole-5-carboxylic acid